(S)-1-benzyl-4-fluoro-N-(5-methyl-4-oxo-2,3,4,5-tetrahydropyrido[3,2-b][1,4]oxazepin-3-yl)-1H-pyrazole-3-carboxamide C(C1=CC=CC=C1)N1N=C(C(=C1)F)C(=O)N[C@@H]1C(N(C2=C(OC1)C=CC=N2)C)=O